N-{[4-(6-methylpyrazine-2-sulfonyl)phenyl]methyl}furo[2,3-c]pyridine CC1=CN=CC(=N1)S(=O)(=O)C1=CC=C(C=C1)CN1C=C2C(C=C1)=CCO2